N-ethyl-N-[2-(2-methoxyethoxy)ethyl]-N,N-dimethylammonium ethyl-carbonate C(C)OC([O-])=O.C(C)[N+](C)(C)CCOCCOC